CN1CC(C1)(C)[C@](O)(C1=CC=C(C=C1)C(C)C)C=1C=NC=C(C1)C1=NOC(=N1)C1(CCNCC1)F (R)-(1,3-Dimethyl-azetidin-3-yl)-{5-[5-(4-fluoro-piperidin-4-yl)-[1,2,4]oxadiazol-3-yl]-pyridin-3-yl}-(4-isopropyl-phenyl)-methanol